2,3-dimethylbutyl methacrylate C(C(=C)C)(=O)OCC(C(C)C)C